[(3R,9aS)-3-Hydroxy-3-(2,4,5-trifluorophenyl)-1,4,6,7,9,9a-hexahydropyrazino[2,1-c][1,4]oxazin-8-yl]-(2-chloro-3-methoxyphenyl)methanon O[C@]1(CN2[C@H](CO1)CN(CC2)C(=O)C2=C(C(=CC=C2)OC)Cl)C2=C(C=C(C(=C2)F)F)F